COC=1C=C(C=CC1OC)C=1N=C2N(C(C1)=O)C=C(C=C2)N2CCC(CC2)CN(C)C 2-(3,4-dimethoxyphenyl)-7-{4-[(dimethylamino)methyl]piperidin-1-yl}-4H-pyrido[1,2-a]pyrimidin-4-one